1-(2-(dimethylamino)ethyl)-3-(4-(1-(3-methoxyphenyl)-1H-benzo[d]imidazol-6-yl)phenyl)urea CN(CCNC(=O)NC1=CC=C(C=C1)C=1C=CC2=C(N(C=N2)C2=CC(=CC=C2)OC)C1)C